bis(3-hexylnonyl)-8,8'-((2-hydroxyethyl)azanediyl)dioctanoate C(CCCCC)C(CCOC(CCCCCCCN(CCCCCCCC(=O)OCCC(CCCCCC)CCCCCC)CCO)=O)CCCCCC